COC=1N=C2C(=CC=NC2=CC1OC)OC1=C(C=C(C=C1)NC(=O)C=1C(N(C(=CC1)C)C1=C(C=C(C=C1)F)C)=O)F N-[4-[(6,7-dimethoxy-1,5-naphthyridin-4-yl)oxy]-3-fluorophenyl]-1-(4-fluoro-2-methylphenyl)-6-methyl-2-oxopyridine-3-carboxamide